1-bromo-3-chlorodibenzo[B,d]furan-2,4,6,7,8,9-d6 BrC1=C(C(=C(C=2OC3=C(C21)C(=C(C(=C3[2H])[2H])[2H])[2H])[2H])Cl)[2H]